2-bromo-4-fluoro-1-methoxybenzene BrC1=C(C=CC(=C1)F)OC